ClC=1C=C(C=CC1OC)NC(=O)N1C2CCC1CC=1N=CN=CC12 (±)-N-(3-chloro-4-methoxyphenyl)-6,7,8,9-tetrahydro-5H-5,8-epiminocyclohepta[d]pyrimidine-10-carboxamide